C[Si](C1=NNC=2CCN(CCC21)C(=O)OC(C)(C)C)(C)C Tert-Butyl 3-(trimethylsilyl)-4,5,7,8-tetrahydropyrazolo[3,4-d]azepine-6(1H)-carboxylate